C1(CC1)C=1N=CN(C1)C1=C(C=CC2=C1C=C(O2)C(=O)Cl)F 4-(4-cyclopropyl-1H-imidazol-1-yl)-5-fluorobenzofuran-2-carbonyl chloride